5-(4-((1-(4-(((1r,3r)-3-(4-cyano-3,5-dimethylphenoxy)-2,2,4,4-tetramethylcyclobutyl)carbamoyl)phenyl)piperidin-4-yl)methyl)piperazin-1-yl)picolinic acid C(#N)C1=C(C=C(OC2C(C(C2(C)C)NC(=O)C2=CC=C(C=C2)N2CCC(CC2)CN2CCN(CC2)C=2C=CC(=NC2)C(=O)O)(C)C)C=C1C)C